3''-chloro-4''-((3,5-difluoropyridin-2-yl)methoxy-d2)-3-(2-hydroxypropan-2-yl-1,1,1,3,3,3-d6)-5',6''-dimethyl-2H,2''H-[1,2':4',1''-terpyridine]-2,2''-dione ClC=1C(N(C(=CC1OC([2H])([2H])C1=NC=C(C=C1F)F)C)C1=CC(=NC=C1C)N1C(C(=CC=C1)C(C([2H])([2H])[2H])(C([2H])([2H])[2H])O)=O)=O